ClC1=NC2=NC(=C(N=C2C(=N1)C1=CCC(CC1)C)C)C 2-chloro-6,7-dimethyl-4-(4-methylcyclohex-1-en-1-yl)pteridine